C(C)(=O)C1=NC=C(C(=C1)N1C(C(=C(C=C1C)OC([2H])([2H])C1=NC=C(C=C1F)F)Cl)=O)C 2'-acetyl-3-chloro-4-((3,5-difluoropyridin-2-yl)methoxy-d2)-5',6-dimethyl-2H-[1,4'-bipyridin]-2-one